3-((5-(2-hydroxy-4-(trifluoromethyl)phenyl)pyrido[2,3-d]pyridazin-8-yl)amino)azetidine-1-carboxylic acid tert-butyl ester C(C)(C)(C)OC(=O)N1CC(C1)NC=1N=NC(=C2C1N=CC=C2)C2=C(C=C(C=C2)C(F)(F)F)O